The molecule is a dialkyl ketone that is hentriacontane in which the hydrogens at position 16 are replaced by an oxo group. It has a role as a metabolite and an anticonvulsant. It derives from a hydride of a hentriacontane. CCCCCCCCCCCCCCCC(=O)CCCCCCCCCCCCCCC